(R)-1-(4-(4-((1-(3-(difluoromethyl)-2-fluorophenyl)ethyl)amino)-2-methylquinolin-6-yl)piperazin-1-yl)ethan-1-one hydrochloride Cl.FC(C=1C(=C(C=CC1)[C@@H](C)NC1=CC(=NC2=CC=C(C=C12)N1CCN(CC1)C(C)=O)C)F)F